N-((2-(cyclopropanesulfonylamino)pyrimidin-4-yl)methyl)-4-(6-ethoxypyrazin-2-yl)benzamide (±)-isopropyl-4-oxo-4H-pyran-2-carboxylate C(C)(C)OC(=O)C=1OC=CC(C1)=O.C1(CC1)S(=O)(=O)NC1=NC=CC(=N1)CNC(C1=CC=C(C=C1)C1=NC(=CN=C1)OCC)=O